methyl (1S)-6,7-dichloro-8-methoxy-1-methyl-2,3-dihydro-1H-pyrrolo[3,4-c]quinoline-3-carboxylate hydrochloride Cl.ClC1=C(C(=CC=2C3=C(C=NC12)C(N[C@H]3C)C(=O)OC)OC)Cl